ethyl 2-(4-(pentyloxy)benzoyl)acetate copper(II) [Cu+2].C(CCCC)OC1=CC=C(C(=O)CC(=O)OCC)C=C1